(2S,4R)-4-fluoro-2-((((S)-1-methylpyrrolidin-3-yl)methyl)carbamoyl)pyrrolidine-1-carboxylic acid tert-butyl ester C(C)(C)(C)OC(=O)N1[C@@H](C[C@H](C1)F)C(NC[C@H]1CN(CC1)C)=O